N(N)C(CCC1=C(C(=O)NC2(CC2)C2=CC(=NC3=CC=CC=C23)C=2C=NN(C2)C)C=CC=C1)=O 2-(3-hydrazineyl-3-oxopropyl)-N-(1-(2-(1-methyl-1H-pyrazol-4-yl)quinolin-4-yl)cyclopropyl)benzamide